FC(C1=NNC=C1C=O)F 3-(difluoromethyl)-1H-pyrazole-4-carbaldehyde